O=C(C(=O)O)C1=C(NC2=CC=CC=C12)C1=CC=CC=C1 2-oxo-2-(2-phenyl-1H-indol-3-yl)acetic acid